methyl-thiophene CC=1SC=CC1